(S)-N-(2-(2-fluoro-3-methylphenyl)propan-2-yl)-2-(1-methylpyrrolidin-2-yl)acetamide FC1=C(C=CC=C1C)C(C)(C)NC(C[C@H]1N(CCC1)C)=O